C(C)N(C(O[C@H]1C[C@H](CC1)C1=CC(=NN1)NC(CC1=CC=C(C=C1)F)=O)=O)C (1R,3S)-3-(3-{[(4-fluorophenyl)acetyl]amino}-1H-pyrazol-5-yl)cyclopentyl ethyl(methyl)carbamate